1-(phenylmethyloxy)but-3-yn-2-ol C1(=CC=CC=C1)COCC(C#C)O